F[B-](F)(F)F.ClC=1N(C2=C([N+]1C(C)C)C=CC=C2)C(C)C 2-Chloro-1,3-diisopropyl-benzimidazolium tetrafluoroborat